C(C=C)(=O)O.C(C=C)(=O)O.C1C(C)O1 propylene oxide diacrylate